C1(CC12CNCCC2)C(=O)O 5-azaspiro[2.5]Octane-1-carboxylic acid